(1r,3r)-3-(6-(dimethylamino)-1H-indazol-1-yl)cyclobutan-1-ol CN(C1=CC=C2C=NN(C2=C1)C1CC(C1)O)C